FC1(OC2=C(O1)C=CC(=C2)N(C(=O)C=2C=C(C=CC2)N2N=C(C1=C2CC2CCC1N2C(=O)OC(C)(C)C)C(F)(F)F)C)F tert-butyl 1-(3-((2,2-difluorobenzo[d][1,3]dioxol-5-yl) (methyl)carbamoyl)phenyl)-3-(trifluoromethyl)-1,4,5,6,7,8-hexahydro-4,7-epiminocyclohepta[c]pyrazole-9-carboxylate